C(CCCCCCCCCCCCCCCCC)OC(C(C)C1=CC(=C(C(=C1)C(C)(C)C)O)C(C)(C)C)=O (3,5-di-tert-butyl-4-hydroxyphenyl)propionic acid octadecyl ester